(S)-3-(1-aminoethyl)-7-fluoro-8-((1-methyl-1H-pyrazol-4-yl)ethynyl)-2-phenylisoquinoline N[C@@H](C)C=1N(CC2=C(C(=CC=C2C1)F)C#CC=1C=NN(C1)C)C1=CC=CC=C1